C(C)S(=O)(=O)C1=CC=C(CNC(C2=CC=CC=C2)=O)C=C1 N-(4-(ethylsulfonyl)benzyl)benzamide